CN(CCNC=1C=C(C=NC1)/C(=C/C=1C=C(C(=O)N[C@@H]2[C@H](CCCC2)O)C=CC1C)/F)C 3-[(Z)-2-(5-{[2-(dimethylamino)ethyl]amino}pyridin-3-yl)-2-fluorovinyl]-N-[(1S,2S)-2-hydroxycyclohexyl]-4-methylbenzamide